2-Ethoxy-N-(2,3,5,6-tetrafluoro-[1,1'-biphenyl]-4-yl)pyrazolo[1,5-a]pyrazine-3-carboxamide C(C)OC1=NN2C(C=NC=C2)=C1C(=O)NC1=C(C(=C(C(=C1F)F)C1=CC=CC=C1)F)F